2,2'-vinylenebis[(3-sulphonato-4,1-phenylene)imino[6-(diethylamino)-1,3,5-triazin-4,2-diyl]imino]bis-(benzene-1,4-disulfonate) C(=CC1=C(C=C(C=C1)NC1=NC(=NC(=N1)N(CC)CC)NC1=C(C=CC(=C1)S(=O)(=O)[O-])S(=O)(=O)[O-])S(=O)(=O)[O-])C1=C(C=C(C=C1)NC1=NC(=NC(=N1)N(CC)CC)NC1=C(C=CC(=C1)S(=O)(=O)[O-])S(=O)(=O)[O-])S(=O)(=O)[O-]